CN(CCCC1=CC=C(C=C1)C=1OC=2C3=C(C=CC2C(C1)=O)OC(O3)(C3=CC=CC=C3)C3=CC=CC=C3)CCN3CCCCC3 8-(4-(3-(Methyl(2-(piperidin-1-yl)ethyl)amino)propyl)phenyl)-2,2-diphenyl-6H-[1,3]dioxolo[4,5]chromen-6-one